C(CC)N(CCC1=CNC2=CC=CC(=C12)OC(CCCCC(=O)O)=O)CCC 6-((3-(2-(dipropylamino)ethyl)-1H-indol-4-yl)oxy)-6-oxohexanoic acid